ClC1=C2C(=CC=NC2=CC=C1)C1CCCCC1 5-chloro-4-cyclohexylquinoline